3,5-diiodo-1-adamantanol IC12CC3(CC(CC(C1)(C3)I)C2)O